CN(C1CCN(CC1)C1=NC(=C(C=2N1C=CN2)C2=C(C=C(C=C2)C)CO)C2=CC=C(C#N)C=C2)C 4-{5-[4-(dimethylamino)piperidin-1-yl]-8-[2-(hydroxymethyl)-4-methylphenyl]imidazo[1,2-c]pyrimidin-7-yl}benzonitrile